Pyrrol-5-ol N1C=CC=C1O